FC1(CC=C(CC1)C=1C=CC=C2C=C(C=NC12)C(=O)O)F 8-(4,4-difluorocyclohex-1-en-1-yl)quinoline-3-carboxylic acid